2-[6-[[2-(trifluoromethyl)pyrimidin-5-yl]methyl]-2-azaspiro[3.3]heptane-2-carbonyl]-7-oxa-2,5-diazaspiro[3.4]octan-6-one FC(C1=NC=C(C=N1)CC1CC2(CN(C2)C(=O)N2CC3(C2)NC(OC3)=O)C1)(F)F